(E)-2-(4-(1-(2-cyano-N-methyl-3-(thiazol-2-yl)acrylamido)butyl)phenoxy)acetic acid C(#N)/C(/C(=O)N(C)C(CCC)C1=CC=C(OCC(=O)O)C=C1)=C\C=1SC=CN1